5-(4-benzylmorpholin-2-yl)pyridine-2-amine C(C1=CC=CC=C1)N1CC(OCC1)C=1C=CC(=NC1)N